C(C)(=O)NC=1C(=C(C=CC1)C1=CC=C(C=C1)C(=O)N1[C@@H](CC[C@@H]1C1=C(C=CC=C1)Cl)C(=O)O)C (2S,5R)-1-(3'-acetamido-2'-methyl-[1,1'-biphenyl]-4-carbonyl)-5-(2-chlorophenyl)pyrrolidine-2-carboxylic acid